CS(=O)(=O)N1CC(CCC1)C1=CC=CC(=N1)C=1C=NN2C1C=CC=C2 3-(6-(1-(methylsulfonyl)piperidin-3-yl)pyridin-2-yl)pyrazolo[1,5-a]pyridine